OCC1=CC=C(C(=N1)C)N1CCN(CC1)C(=O)OC(C)(C)C tert-butyl 4-(6-(hydroxymethyl)-2-methylpyridin-3-yl)piperazine-1-carboxylate